{4-[(3R)-3-(hydroxymethyl)pyrrolidin-1-yl]phenyl}-3-[(4-methoxyphenyl)methyl]-1,3-diazinane-2,4-dione OC[C@H]1CN(CC1)C1=CC=C(C=C1)N1C(N(C(CC1)=O)CC1=CC=C(C=C1)OC)=O